6-cyclobutylpyridin-3-amine C1(CCC1)C1=CC=C(C=N1)N